C(C)N(C(C1=C(C=CC(=C1)C)S(N)(=O)=O)=O)CC N,N-diethyl-5-methyl-2-sulfamoyl-benzamide